2-(4-chloro-3-fluorophenoxy)-N-[(3S,6R)-6-[5-(2-cyclobutoxy-ethoxy)-1,3,4-oxadiazol-2-yl]piperidin-3-yl]acetamide ClC1=C(C=C(OCC(=O)N[C@@H]2CN[C@H](CC2)C=2OC(=NN2)OCCOC2CCC2)C=C1)F